FC1=C(C2=C(C(=N1)OC)N=C(S2)NC(=O)C=2C=NN(C2)C)C2CCOCC2 N-[6-fluoro-4-methoxy-7-(oxan-4-yl)-[1,3]thiazolo[4,5-c]pyridin-2-yl]-1-methyl-1H-pyrazole-4-carboxamide